diisopropylphosphoramidite C(C)(C)OP(OC(C)C)N